C[N+]1=C(OC2=C1C=CC=C2)\C=C\C=C2C=CN(C=C2)CCC[N+](C)(C)C methyl-2-((E)-3-[1-[3-(trimethylammonio)propyl]-4(1H)-pyridinylidene]-1-propenyl)-1,3-benzoxazol-3-ium